O1C(CCC1)S(=O)[O-] tetrahydrofuransulfinate